tert-butyl 4-((1-(2-((N,N-dimethylsulfamoyl)oxy)benzoyl)indolin-5-yl)sulfonyl)piperazine-1-carboxylate CN(S(=O)(=O)OC1=C(C(=O)N2CCC3=CC(=CC=C23)S(=O)(=O)N2CCN(CC2)C(=O)OC(C)(C)C)C=CC=C1)C